ClC=1C=CC(=NC1)C(CC#N)=O 3-(5-chloropyridin-2-yl)-3-oxopropanenitrile